tin-copper-tungsten [W].[Cu].[Sn]